tert-butyl (E)-(3-((3,5-bis(trifluoromethyl)phenyl)amino)-3-oxopropyl)(5-(3-oxo-3-(((tetrahydro-2H-pyran-2-yl)oxy)amino)prop-1-en-1-yl)-2,3-dihydro-1H-inden-1-yl)carbamate FC(C=1C=C(C=C(C1)C(F)(F)F)NC(CCN(C(OC(C)(C)C)=O)C1CCC2=CC(=CC=C12)\C=C\C(NOC1OCCCC1)=O)=O)(F)F